2-(2-chlorophenyl)-N-(3-{[(dimethylamino)methylene]sulfamoyl}-4-[1-(3-hydroxy-3-methylbutyl)-1H-pyrazol-4-yl]phenyl)acetamide ClC1=C(C=CC=C1)CC(=O)NC1=CC(=C(C=C1)C=1C=NN(C1)CCC(C)(C)O)S(N=CN(C)C)(=O)=O